6-chloro-2-(4-fluoro-3-(trifluoromethyl)phenyl)-5-(2-oxooxazolidin-3-yl)-1H-benzo[d]imidazole-4,7-dione ClC1=C(C(C2=C(NC(=N2)C2=CC(=C(C=C2)F)C(F)(F)F)C1=O)=O)N1C(OCC1)=O